BrC=1C(=NC=C(C1OC(CN(C(OC(C)(C)C)=O)CC1=C(C=C(C=C1)OC)OC)C(F)(F)F)Br)C tert-Butyl (2-((3,5-dibromo-2-methylpyridin-4-yl)oxy)-3,3,3-trifluoropropyl)(2,4-dimethoxybenzyl)carbamate